ethyl (3E)-3-[3-(3-cyano-5-fluorophenyl)prop-2-yn-1-ylidene]-2,2-dimethylpyrrolidine-1-carboxylate C(#N)C=1C=C(C=C(C1)F)C#C\C=C/1\C(N(CC1)C(=O)OCC)(C)C